COC(=O)C=1CCOC1 2,3-dihydro-4-furoic acid methyl ester